C(CCCCCCCCCCC\C=C/CCCCCCCC)O (13Z)-Docos-13-en-1-ol